C1(CC1)C1=NN(C=N1)C1CC2(CN(C2)C(=O)N2CC3(C2)CN(C3)CC=3N=CN(C3)C)C1 [6-(3-cyclopropyl-1,2,4-triazol-1-yl)-2-azaspiro[3.3]heptan-2-yl]-[6-[(1-methylimidazol-4-yl)methyl]-2,6-diazaspiro[3.3]heptan-2-yl]methanone